10-butyl-10H-phenoxazine C(CCC)N1C2=CC=CC=C2OC=2C=CC=CC12